N-(1-phenethylpiperidin-4-yl)-N-phenyl-1H-pyrrole-3-carboxamide C(CC1=CC=CC=C1)N1CCC(CC1)N(C(=O)C1=CNC=C1)C1=CC=CC=C1